4-(6-(2,5-Difluorophenyl)-6-(1-methyl-2-oxo-1,2-dihydropyridin-3-yl)hexa-1,3-Diyn-1-yl)-1H-pyrazolo[3,4-b]pyridine-5-carboxamide FC1=C(C=C(C=C1)F)C(CC#CC#CC1=C2C(=NC=C1C(=O)N)NN=C2)C=2C(N(C=CC2)C)=O